bis(para-isocyanato-cyclohexyl)ethyl-phosphine oxide N(=C=O)C1CCC(CC1)C(C[PH2]=O)C1CCC(CC1)N=C=O